FC1=C(C=CC=C1)C(CCC[C@@H](C)[C@H]1CC[C@H]2[C@@H]3C(C[C@H]4[C@H]([C@H](CC[C@]4(C)[C@H]3CC[C@]12C)O)O)=O)O 24-[(2-fluorophenyl)(hydroxy)methyl]-4beta-hydroxy-3beta-hydroxy-5alpha-cholan-7-one